tert-Butyl ((S)-(7-((S)-1-(((R)-tert-butylsulfinyl)amino)-2-cyclopropoxyethyl)imidazo[1,2-b]pyridazin-2-yl)(4,4-difluorocyclohexyl)methyl)carbamate C(C)(C)(C)[S@@](=O)N[C@H](COC1CC1)C1=CC=2N(N=C1)C=C(N2)[C@H](C2CCC(CC2)(F)F)NC(OC(C)(C)C)=O